3,4-Dihydroxy-α-[(methylamino)methyl]benzyl alcohol OC=1C=C(C(CNC)O)C=CC1O